4-((3-bromopropyl)thio)-2-(2,6-dioxopiperidin-3-yl)isoindoline-1,3-dione BrCCCSC1=C2C(N(C(C2=CC=C1)=O)C1C(NC(CC1)=O)=O)=O